5-[[(3R,4R)-4-[4-Chloro-2-(5-fluoro-2-pyridyl)-1H-imidazol-5-yl]-3-methyl-1-piperidyl]sulfonyl]furan-2-carboxamide ClC=1N=C(NC1[C@H]1[C@H](CN(CC1)S(=O)(=O)C1=CC=C(O1)C(=O)N)C)C1=NC=C(C=C1)F